(2R)-N-[(1S)-1-(3-fluoro-5-methoxyphenyl)-2-hydroxyethyl]-2-(6-{2-[(2-methoxypyridin-4-yl)amino]pyrimidin-4-yl}-1-oxo-2,3-dihydro-1H-isoindol-2-yl)propanamide FC=1C=C(C=C(C1)OC)[C@@H](CO)NC([C@@H](C)N1C(C2=CC(=CC=C2C1)C1=NC(=NC=C1)NC1=CC(=NC=C1)OC)=O)=O